silacyclopentadienyl-bithiophene [SiH]1(C=CC=C1)C1=C(SC=C1)C=1SC=CC1